C(C)(C)C1CCC(CC1)N1CCC(CC1)N1C(C(C2=CC=CC=C12)CC(=O)OCC)=O ethyl 2-(1-(1-((1s,4s)-4-isopropylcyclohexyl)piperidin-4-yl)-2-oxoindolin-3-yl)acetate